C(O)(=O)O[C@H]1C([C@@H](O[C@@H]1CO)N1C(=O)NC(N)(C=C1)C(=O)OC(C)(C)C)(F)F 4-tert-butoxycarbonyl-2'-deoxy-2',2'-difluoro cytidine-3'-carbonate